C(CCCCCC)OC(CCC(=O)OCCCCCCCC(CCCCCCCOC(CCC(OCCCCCCC)OCCCCCCC)=O)NCC1CCN(CC1)C)OCCCCCCC 8-(((1-methylpiperidin-4-yl)methyl)amino)pentadecane-1,15-diyl bis(4,4-bis(heptyloxy)butanoate)